NCC(=O)CC azapropione